C1(CCCCC1)C1=C(C(=C(C(=C1C(=O)N)C1CCCCC1)C(=O)N)C1CCCCC1)C(=O)N tricyclohexyl-1,3,5-benzenetricarbamide